5,6-dichloro-N-(4-chloro-1H-indol-6-yl)-1-methyl-1H-benzo[d]imidazol-2-amine ClC1=CC2=C(N(C(=N2)NC2=CC(=C3C=CNC3=C2)Cl)C)C=C1Cl